NC=1C=CN(C1)C 4-amino-1-methyl-1H-pyrrole